[OH-].C(C(=C)C)(=O)OCC[N+](CCCS(=O)(=O)O)(C)C [2-(methacryloxy)ethyl]dimethyl-(3-sulfopropyl)ammonium hydroxide